N1(N=NC2=C1C=CC=C2)C(C(N2N=NC1=C2C=CC=C1)N1CC(CC1)C(=O)O)N1CC(CC1)C(=O)O 1,1'-(1,2-bis(1H-benzo[d][1,2,3]triazol-1-yl)ethane-1,2-diyl)bis(pyrrolidine-3-carboxylic acid)